FC1=C(C=C2C=CC(OC2=C1)(C)C)C=O 7-fluoro-2,2-dimethyl-2H-chromene-6-carbaldehyde